(3S)-3-[(3-amino-N-{5-[(tert-butoxycarbonyl)(4-methylpyridin-2-yl)amino]pentanoyl}-L-alanyl)amino]-3-(3,5-dichlorophenyl)propanoic acid NC[C@H](NC(CCCCN(C1=NC=CC(=C1)C)C(=O)OC(C)(C)C)=O)C(=O)N[C@@H](CC(=O)O)C1=CC(=CC(=C1)Cl)Cl